COC(C1=C(C=C(C=C1)N1CCC(CC1)C1OCO1)F)=O 4-(4-(1,3-dioxetane-2-yl)piperidin-1-yl)-2-fluorobenzoic acid methyl ester